tert-butyl N-[2-[1-(4-bromo-3-fluoro-2-thienyl)but-3-enyl-propyl-amino]ethyl]carbamate BrC=1C(=C(SC1)C(CC=C)N(CCNC(OC(C)(C)C)=O)CCC)F